2-(4-chlorophenyl)-3-amino-1-propanesulfonic acid ClC1=CC=C(C=C1)C(CS(=O)(=O)O)CN